C1N(CC12CNC2)C2=NC=CC(=C2)N2CCOCC2 4-[2-(2,6-diazaspiro[3.3]heptan-2-yl)-4-pyridyl]morpholine